butanediol monoacrylate C=CC(=O)OCCCCO